FC1=CC=C(C=C1)C=1N(C=CC(C1C(=O)O)=O)C(C)C (4-fluorophenyl)-1-isopropyl-4-oxo-1,4-dihydropyridine-3-carboxylic acid